Ethyl-(2S,3S,4R)-4-(((1R,2S,5R)-2-isopropyl-5-methylcyclohexyl)oxy)-6-methoxy-3-pentyl-1,2,3,4-tetrahydroquinoline-2-carboxylate C(C)OC(=O)[C@H]1NC2=CC=C(C=C2[C@@H]([C@H]1CCCCC)O[C@H]1[C@@H](CC[C@H](C1)C)C(C)C)OC